N-methyl-hexabromophenylamine CNC1(C(C(C(C=C1)Br)(Br)Br)(Br)Br)Br